2-(cyclopentyloxy)-5-(5-methyl-isoxazol-4-yl)aniline C1(CCCC1)OC1=C(N)C=C(C=C1)C=1C=NOC1C